C(C)OC(COC1=C(C=C(C=C1)Cl)Cl)OCC 2,4-dichlorophenoxyacetaldehyde diethylacetal